2-(2,6-dioxopiperidin-3-yl)-5-(6-(piperidin-4-ylmethyl)-3,6-diazabicyclo[3.1.1]heptane-3-yl)isoindoline-1,3-dione O=C1NC(CCC1N1C(C2=CC=C(C=C2C1=O)N1CC2N(C(C1)C2)CC2CCNCC2)=O)=O